dimethyl 9-(3-((tert-butoxycarbonyl)amino)propyl)-9H-carbazole-2,7-dicarboxylate C(C)(C)(C)OC(=O)NCCCN1C2=CC(=CC=C2C=2C=CC(=CC12)C(=O)OC)C(=O)OC